FC1(C2CC(CC12)NCC1=CC(=C2CN(C(C2=C1)=O)C1=CC(=CC=C1)C1(CC(C1)OC)C1=NN=CN1C)C(F)(F)F)F 6-(((6,6-difluorobicyclo[3.1.0]hexan-3-yl)amino)methyl)-2-(3-((1r-3r)-3-methoxy-1-(4-methyl-4H-1,2,4-triazol-3-yl)cyclobutyl)phenyl)-4-(trifluoromethyl)isoindolin-1-one